[Na].COC=1C=C(C=CC1/N=N/C1=C(C2=CC=CC(=C2C(=C1S(=O)(=O)O)N)O)S(=O)(=O)O)C1=CC(=C(C=C1)/N=N/C1=C(C2=CC=CC(=C2C(=C1S(=O)(=O)O)N)O)S(=O)(=O)O)OC 6'-((1e,1'e)-(3,3'-dimethoxy-[1,1'-biphenyl]-4,4'-diyl)bis(diazene-2,1-diyl))bis(4-amino-5-hydroxynaphthalene-1,3-disulfonic acid) sodium